(2-(trifluoromethyl)piperidin-1-yl)methanone tert-butyl-3-(4-(8-bromo-3-(pivaloyloxy)-6,7-dihydro-5H-benzo[7]annulen-9-yl)benzylidene)azetidine-1-carboxylate C(C)(C)(C)OC(=O)N1CC(C1)=CC1=CC=C(C=C1)C1=C(CCCC2=C1C=CC(=C2)OC(C(C)(C)C)=O)Br.FC(C2N(CCCC2)C=O)(F)F